C(C)(C)(C)OC(NCCC1=CC=C(C=C1)NCCOC)=O 4-((2-methoxyethyl)amino)phenethylcarbamic acid tert-butyl ester